(3,4-dimethoxyphenyl)(ethyl)amine COC=1C=C(C=CC1OC)NCC